caffeoyl-l-lysine (Boc)-methyl ester C(=O)(OC(C)(C)C)COC([C@@H](NC(\C=C\C1=CC(O)=C(O)C=C1)=O)CCCCN)=O